FC1(CC(C1)S(=O)(=O)N[C@@H]1C[C@@H](C1)N(C=1C2=C(N=CN1)NC=C2)C)F 3,3-difluoro-N-{cis-3-[methyl(7H-pyrrolo[2,3-d]pyrimidin-4-yl)amino]cyclobutyl}cyclobutane-sulfonamide